1-aminocyclopentane NC1CCCC1